The molecule is a glycosylceramide in which alpha-D-glucuronic acid is linked glycosidically to a 3-hydroxy-2-{[(2R)-2-hydroxynonadecanoyl]amino}icosyl moiety. Present in the cell walls of Sphingomonas bacteria. CCCCCCCCCCCCCCCCC[C@H]([C@H](CO[C@@H]1[C@@H]([C@H]([C@@H]([C@H](O1)C(=O)O)O)O)O)NC(=O)[C@@H](CCCCCCCCCCCCCCCCC)O)O